methyl N-(tert-butoxycarbonyl)-3-[(3S)-2-oxopyrrolidin-3-yl]-L-alaninate C(C)(C)(C)OC(=O)N[C@@H](C[C@H]1C(NCC1)=O)C(=O)OC